2-bromo-2'-bromoacetophenone BrCC(=O)C1=C(C=CC=C1)Br